C(\C=C\CCCCCCCC)=O trans-undecenal